C(=C)C1=C(C=CC=C1COC1=NC(=C(C(=N1)OC)C=O)OC)C1=CC=CC=C1 2-((2-vinyl-[1,1'-biphenyl]-3-yl)methoxy)-4,6-dimethoxypyrimidine-5-carbaldehyde